[C@H]12CNC[C@@H]2C1COC1=CC(=C(C(=C1)F)C=1C(=NC=2N(C1N[C@H](C)C1CCC1)N=CN2)Cl)F 6-(4-(((1R,5S,6R)-3-azabicyclo[3.1.0]hex-6-yl)methoxy)-2,6-difluorophenyl)-5-chloro-N-((R)-1-cyclobutylethyl)-[1,2,4]triazolo[1,5-a]pyrimidin-7-amine